COC1=NC(=NC(=N1)OC)[N+](C)(C)CC(=O)OCCCCCCCC 4,6-dimethoxy-1,3,5-triazin-2-yl-(2-octyloxy-2-oxoethyl)dimethylammonium